boron chromene O1CC=CC2=CC=CC=C12.[B]